OCCOC1=CC=C(C=C1)C1=C(C(=NC=C1C#N)SCC1=CC=C(C=C1)OC)C#N 4-[4-(2-hydroxyethoxy)phenyl]-2-[(4-methoxyphenyl)-methylthio]pyridine-3,5-dicarbonitrile